ClC1=C(C2=C(C(N3[C@@H](CO2)CN(CC3)C(=O)OC(C)(C)C)=O)C(=N1)N(C1CCOCC1)C)Cl tert-butyl (R)-3,4-dichloro-1-(methyl(tetrahydro-2H-pyran-4-yl)amino)-12-oxo-6a,7,9,10-tetrahydro-12H-pyrazino[2,1-c]pyrido[3,4-f][1,4]oxazepine-8(6H)-carboxylate